NC1=C(C(=O)O)C=CC(=C1)OC(F)(F)F 2-amino-4-(trifluoromethoxy)benzoic acid